CC1=CC=C(C=C1)S(=O)(=O)OCC1(CCCC1)O (1-hydroxycyclopentyl)methyl 4-methylbenzene-1-sulfonate